C(C)(C)(C)OC(=O)N1[C@H]2CN(C[C@@H]1CC2)C2=NC(=NC1=C(C(=C(C=C21)C#N)Br)F)Cl.C(CC)[N+]2(CCCC2)C 1-propyl-1-methyl-pyrrolidinium tert-butyl-(1R,5S)-3-(7-bromo-2-chloro-6-cyano-8-fluoroquinazolin-4-yl)-3,8-diazabicyclo[3.2.1]octane-8-carboxylate